2-(4-Chloro-3,5-diphenyl-1H-pyrazolo[3,4-c]pyridazin-1-yl)ethan-1-ol ClC1=C2C(=NN=C1C1=CC=CC=C1)N(N=C2C2=CC=CC=C2)CCO